Cl.C(=C)C(C1=CC=CC=C1)NCCC[Si](OC(C)CCN)(OCC)OCC N-(vinylbenzyl)-beta-aminoethyl-gamma-aminopropyltriethoxysilane hydrochloride